3,5-dihydroxy-2,4,6-trinitrobromobenzene bisammonium salt [NH4+].[NH4+].OC=1C(=C(C(=C(C1[N+](=O)[O-])O)[N+](=O)[O-])Br)[N+](=O)[O-]